6-amino-2-[3-(aminomethyl)-3-methylazetidin-1-yl]-5-(2,3-dichlorophenyl)pyrimidine-4-carboxamide NC1=C(C(=NC(=N1)N1CC(C1)(C)CN)C(=O)N)C1=C(C(=CC=C1)Cl)Cl